(E)-3-(6-aminopyridin-3-yl)-N-((5-(5-(3,3-difluoropyrrolidine-1-carbonyl)pyridin-2-yl)-7-(trifluoromethyl)benzofuran-2-yl)methyl)acrylamide NC1=CC=C(C=N1)/C=C/C(=O)NCC=1OC2=C(C1)C=C(C=C2C(F)(F)F)C2=NC=C(C=C2)C(=O)N2CC(CC2)(F)F